5-chloro-2-(7-fluoro-chroman-4-yl)-4-methyl-N-(2-oxo-1,2-dihydropyridin-4-yl)benzamide ClC=1C(=CC(=C(C(=O)NC2=CC(NC=C2)=O)C1)C1CCOC2=CC(=CC=C12)F)C